Tin (II) di(2-ethylhexanoate) C(C)C(C(=O)[O-])CCCC.C(C)C(C(=O)[O-])CCCC.[Sn+2]